FC1=C(C(=C(C=C1)N1CCN(CC1)C(CN1N=C(C=2CCCCC12)C(=O)N1C[C@H]([C@H](CC1)O)F)=O)C)C 1-(4-(4-Fluoro-2,3-dimethylphenyl)piperazin-1-yl)-2-(3-((3R,4S)-3-fluoro-4-hydroxypiperidin-1-carbonyl)-4,5,6,7-tetrahydro-1H-indazol-1-yl)ethanon